[Ni].C(CCC)N N-butylamine nickel salt